CC1=CC=C(C=C1)S(=O)(=O)N.[Ru+2] Ruthenium (II) 4-methylbenzenesulfonamide